NC=1C=2N(C=CN1)C(=NC2C2=CC=C(C=C2)[C@@](C)(O)C2=CC(=CC=C2)C(F)F)[C@H]2CN1C(C(C[C@@H]1CC2)(C)C)=O (6R,8aS)-6-[8-Amino-1-(4-{(1R)-1-[3-(difluoromethyl)phenyl]-1-hydroxyethyl}phenyl)imidazo[1,5-a]pyrazin-3-yl]-2,2-dimethylhexahydroindolizin-3(2H)-on